(4-cyclopropoxy-3-nitrophenyl)-2-oxa-6-azaspiro[3.3]heptane C1(CC1)OC1=C(C=C(C=C1)C1OCC12CNC2)[N+](=O)[O-]